C(#N)C=1C(NC=CC1OC)=O 3-cyano-4-methoxyl-2(1H)-pyridone